9-amino-3-chloro-N-(2-fluoro-2-methyl-propyl)-8,9-dihydro-7H-cyclopenta[H]Isoquinoline NC1CCC2=CC=C3C=C(N(CC3=C21)CC(C)(C)F)Cl